OC1(COC1)C#CC1=CC2=C(OC[C@@H](C(N2C)=O)NC(C2=NC=CC(=C2)CC=2C=NC(=CC2)C)=O)C=C1 (S)-N-(7-((3-hydroxyoxetan-3-yl)ethynyl)-5-methyl-4-oxo-2,3,4,5-tetrahydrobenzo[b][1,4]oxazepin-3-yl)-4-((6-methylpyridin-3-yl)methyl)picolinamide